4-((3-isopropyl-5-(trifluoromethyl)pyrazolo[1,5-a]pyrimidin-7-yl)amino)piperidine-1-carboxylic acid (3-fluoroazetidine-3-yl)methyl ester FC1(CNC1)COC(=O)N1CCC(CC1)NC1=CC(=NC=2N1N=CC2C(C)C)C(F)(F)F